7-bromo-9-methyl-5-(1-piperidyl)imidazo[1,2-c]quinazoline BrC1=CC(=CC=2C=3N(C(=NC12)N1CCCCC1)C=CN3)C